bis(γ-methacryloxypropyl)dimethoxysilane C(C(=C)C)(=O)OCCC[Si](OC)(OC)CCCOC(C(=C)C)=O